5,6-dimethylpyridin CC=1C=CC=NC1C